di-sodium myristoyl aspartate N[C@@H](CC(=O)[O-])C(=O)OC(CCCCCCCCCCCCC)=O.[Na+].[Na+].C(CCCCCCCCCCCCC)(=O)OC([C@@H](N)CC(=O)[O-])=O